FC(C1CN(C1)C=1C=2N(N=C(C1)C=1C(NC(NC1)=O)=O)C=CN2)(F)F 5-(8-(3-(trifluoromethyl)azetidin-1-yl)imidazo[1,2-b]pyridazin-6-yl)pyrimidine-2,4(1H,3H)-dione